(R)-5-((((3'-chloro-2'-(2-chloro-3-((3-fluoro-4-(2-((2-hydroxyethyl)amino)ethyl)pyridin-2-yl)amino)phenyl)-6-methoxy-[2,4'-bipyridin]-5-yl)methyl)amino)methyl)pyrrolidin-2-one ClC=1C(=NC=CC1C1=NC(=C(C=C1)CNC[C@H]1CCC(N1)=O)OC)C1=C(C(=CC=C1)NC1=NC=CC(=C1F)CCNCCO)Cl